trans-8'-Bromo-7'-fluoro-3'-methyl-3-(pyrrolidin-1-yl)spiro[cyclobutane-1,1'-pyrrolo[2,3-c]quinolin]-2'(3'H)-one BrC1=CC=2C3=C(C=NC2C=C1F)N(C(C31CC(C1)N1CCCC1)=O)C